C(C)(CC)N1N=C(C(=C1C(C)(C)C)O)CC(C)C 1-sec-butyl-3-isobutyl-5-tert-butyl-4-hydroxy-pyrazole